C(CCCCCC)[S@](=NC(C1=CC=CC=C1)=O)C1=C(C(=CC=C1)C)C1=C(C=CC=C1C)I N-((S)-heptyl((R)-2'-iodo-6,6'-dimethyl-[1,1'-biphenyl]-2-yl)-λ4-sulfaneylidene)benzamide